Tert-butyl N-[2-[2-[2-[2-(4-nitropyrazol-1-yl)ethoxy]ethoxy]ethoxy]ethyl]carbamate [N+](=O)([O-])C=1C=NN(C1)CCOCCOCCOCCNC(OC(C)(C)C)=O